FC1=C(C=CC(=C1)F)N=S(=O)(C1=CC=C(C=C1)C1=NOC(=N1)C(F)(F)F)C ((2,4-difluorophenyl)imino)(methyl)(4-(5-(trifluoromethyl)-1,2,4-oxadiazol-3-yl)phenyl)-λ6-sulfanone